1-heneicosanoyl-2-(7Z,10Z,13Z,16Z-docosatetraenoyl)-glycero-3-phospho-(1'-sn-glycerol) CCCCCCCCCCCCCCCCCCCCC(=O)OC[C@H](COP(=O)(O)OC[C@H](CO)O)OC(=O)CCCCC/C=C\C/C=C\C/C=C\C/C=C\CCCCC